FC=1C=C(C(=NC1)C)NC([O-])=O 5-fluoro-2-methylpyridin-3-ylcarbamate